O[C@@H](COC(O)=O)CO.C(CC1=CC=CC=C1)NC1=NC=CC(=N1)N1[C@@H](CCC1)C(=O)N (S)-1-(2-(phenethylamino)pyrimidin-4-yl)pyrrolidine-2-carboxamide (R)-2,3-dihydroxypropyl-carbonate